FC(C1N(CCN(C(C1)C1=CC=C(C=C1)C(=O)OC)CC1=C2C=CN(C2=C(C=C1OC)C)C(=O)OC(C)(C)C)C)F tert-Butyl 4-((5-(difluoromethyl)-7-(4-(methoxycarbonyl)phenyl)-4-methyl 1,4-diazepan-1-yl)methyl)-5-methoxy-7-methyl-1H-indole-1-carboxylate